N-(4,4-difluorocyclohexyl)-5-(3-ethylimidazo[1,2-a]pyrimidin-6-yl)pyrrolo[2,1-f][1,2,4]triazin-2-amine FC1(CCC(CC1)NC1=NN2C(C=N1)=C(C=C2)C=2C=NC=1N(C2)C(=CN1)CC)F